AMINO-2-HYDROXYBUTANOIC ACID NC(C(=O)O)(CC)O